N'-{4-[(4,5-dichloro-1,3-thiazol-2-yl)oxy]-2,5-dimethylphenyl}-N-ethyl-N-methyl-imidoformamide ClC=1N=C(SC1Cl)OC1=CC(=C(C=C1C)N=CN(C)CC)C